(1-(2,3-difluoro-2'-(methylsulfonylamino)-[1,1'-biphenyl]-4-yl)-2-oxopyrrolidin-3-yl)carbamic acid tert-butyl ester C(C)(C)(C)OC(NC1C(N(CC1)C1=C(C(=C(C=C1)C1=C(C=CC=C1)NS(=O)(=O)C)F)F)=O)=O